(4-((3'-((8-chloro-[1,2,4]triazolo[4,3-a]quinazolin-5-yl)(methyl)amino)-[1,1'-biphenyl]-4-yl)oxy)piperidin-1-yl)ethan-1-one ClC1=CC=C2C(=NC=3N(C2=C1)C=NN3)N(C=3C=C(C=CC3)C3=CC=C(C=C3)OC3CCN(CC3)C(C)=O)C